(R)-5-(tert-butyl)-N-(1-(5-fluoro-2-methyl-4-(4,4,5,5-tetramethyl-1,3,2-dioxaborolan-2-yl)phenyl)ethyl)-1,2,4-oxadiazole-3-carboxamide C(C)(C)(C)C1=NC(=NO1)C(=O)N[C@H](C)C1=C(C=C(C(=C1)F)B1OC(C(O1)(C)C)(C)C)C